C1(CC1)N1C(=NC=2C1=NC(=CC2)C=2C=CN1N=C(N=CC12)N[C@H]1C(CN(CC1)C)(F)F)C (R)-5-(3-Cyclopropyl-2-methyl-3H-imidazo[4,5-b]pyridin-5-yl)-N-(3,3-difluoro-1-methylpiperidin-4-yl)pyrrolo[2,1-f][1,2,4]triazin-2-amine